4-[5-(aminomethyl)pyridin-2-yl]-3-[2-methyl-5-[(3R)-oxan-3-yl]pyrazol-3-yl]oxybenzonitrile NCC=1C=CC(=NC1)C1=C(C=C(C#N)C=C1)OC=1N(N=C(C1)[C@@H]1COCCC1)C